C1(CC1)CC=1C=CCN(C1)C 5-(cyclopropylmethyl)-1-methyl-1H-pyridine